OC1=C(C(=O)C2=CC=C(C=C2)C=C)C=CC(=C1)OC 2-hydroxy-4-methoxy-4'-vinylbenzophenone